(2R,3R,4S,5R)-2-(4-aminopyrrolo[2,1-f][1,2,4]triazin-7-yl)-5-(((tert-butyldimethylsilyl)oxy)methyl)-3,4-dihydroxytetrahydrofuran-2-carbonitrile NC1=NC=NN2C1=CC=C2[C@@]2(O[C@@H]([C@H]([C@H]2O)O)CO[Si](C)(C)C(C)(C)C)C#N